FC=1C(=CC(=NC1)OC)C1=CC(=NN1)C(=O)N1C2(CC2)C[C@H](CC1)C(=O)NC1CCC(CC1)(C(F)(F)F)OC[C@@H](C)OC (S)-4-(5-(5-fluoro-2-methoxypyridin-4-yl)-1H-pyrazole-3-carbonyl)-N-((1R,4S)-4-((R)-2-methoxypropoxy)-4-(trifluoromethyl)cyclohexyl)-4-azaspiro[2.5]octane-7-carboxamide